Ethyl 6-(3-chloro-4-methylphenyl)-7-methyl-4-oxo-4,5-dihydropyrazolo[1,5-a]pyrazine-2-carboxylate ClC=1C=C(C=CC1C)C=1NC(C=2N(C1C)N=C(C2)C(=O)OCC)=O